C(#C)[C@@]1([C@@H](O[C@@]([C@H]1O)(CO)F)N1C=NC=2C(=O)NC(N)=NC12)O 2'-C-Ethynyl-4'-C-fluoroguanosine